C1(CC1)C1=C(C=CC(=C1)CN1CCOCC1)NC1=NC=C(C(=N1)NCCCN1C(CCCC1)=O)C(F)(F)F 1-(3-((2-((2-cyclopropyl-4-(morpholinomethyl)phenyl)amino)-5-(trifluoromethyl)pyrimidin-4-yl)amino)propyl)piperidin-2-one